N-(5-Chlorobenzo[d]oxazol-2-yl)-N-(4-ethylphenyl)-2-methoxyacetamide ClC=1C=CC2=C(N=C(O2)N(C(COC)=O)C2=CC=C(C=C2)CC)C1